FC(COC)(F)C=1C=C(C=C(C1)[N+](=O)[O-])C(C)=O 1-(3-(1,1-Difluoro-2-methoxyethyl)-5-nitrophenyl)ethan-1-one